C(#N)C1=CC(=C(COC2=CC=CC(=N2)C2CCN(CC2)CC2=NC3=C(N2C[C@H]2OCC2)C=C(C(=C3)C#CC(C)(C)O)C(=O)OC)C=C1)F Methyl (S)-2-((4-(6-((4-cyano-2-fluorobenzyl)oxy)pyridin-2-yl)piperidin-1-yl)methyl)-5-(3-hydroxy-3-methylbut-1-yn-1-yl)-1-(oxetan-2-ylmethyl)-1H-benzo[d]imidazole-6-carboxylate